3-(2-bromo-6-methoxy-4-methylpyridin-3-yl)-1-(4-fluoro-2-methylphenyl)-7-(trifluoromethyl)-2,3-dihydroquinazolin-4(1H)-one BrC1=NC(=CC(=C1N1CN(C2=CC(=CC=C2C1=O)C(F)(F)F)C1=C(C=C(C=C1)F)C)C)OC